(R)-6-(4-(2-(5-cyclopropyl-3-(2,6-dichlorophenyl)isoxazol-4-yl)ethyl)-2-methylpiperazin-1-yl)-1-methyl-1H-indole-3-carboxylic acid C1(CC1)C1=C(C(=NO1)C1=C(C=CC=C1Cl)Cl)CCN1C[C@H](N(CC1)C1=CC=C2C(=CN(C2=C1)C)C(=O)O)C